5-(2-(Dimethylamino)ethyl)-3-fluoropyridin-2(1H)-one CN(CCC=1C=C(C(NC1)=O)F)C